N-(4-cyclohexylphenyl)-2-[(1-ethyl-1H-tetrazol-5-yl)sulfanyl]-5-nitrobenzamide C1(CCCCC1)C1=CC=C(C=C1)NC(C1=C(C=CC(=C1)[N+](=O)[O-])SC1=NN=NN1CC)=O